COC1=CC=CC=2C(C(C3=CC=CC(=C3C12)OC)=O)=O 4,5-dimethoxy-9,10-phenanthrenequinone